O[C@@H]1[C@H](O[C@H]([C@@H]1O)NC1=NC=NC2=C(C=CC=C12)OC)COP(O)(O)=O ((2R,3S,4R,5R)-3,4-dihydroxy-5-((8-methoxyquinazolin-4-yl)amino)tetrahydrofuran-2-yl)methyl-dihydrogenphosphoric acid